C12(C(=CCC(C1(C)C)C2)C)/C/2=C/C(=O)OC2=O alpha-pinene-maleic anhydride